(4-nitrophenyl) pentyl carbonate C(OC1=CC=C(C=C1)[N+](=O)[O-])(OCCCCC)=O